O(C)C1=NC(N(C=C1C1=CC(=CC=C1)F)C=1C=C(C(=NC1)C#N)OCCN(C)C)N 4-Methoxyl-5-(3-fluorophenyl)-N-(2-cyano-3-(2-dimethylaminoethoxy)pyridin-5-yl)-2-amino-pyrimidin